C(C(C)(C)C)OC(C(CC(=O)OCC(C)(C)C)(C(C)C)C(C)C)=O.C(CCCCCCCCC)C1=C(C=C)C=CC=C1 ortho-decyl-styrene dineopentyl-2,2-diisopropylsuccinate